1,3,5-tris[3-(4-formylbenzyl)-1H-imidazole-1-yl]benzene bromide [Br-].C(=O)C1=CC=C(CN2CN(C=C2)C2=CC(=CC(=C2)N2CN(C=C2)CC2=CC=C(C=C2)C=O)N2CN(C=C2)CC2=CC=C(C=C2)C=O)C=C1